3-chloromethylpyridinamide ClCC=1C(=NC=CC1)C(=O)N